BrC1=C(C=C2CCC(NC2=C1)=O)[N+](=O)[O-] 7-Bromo-6-nitro-3,4-dihydro-1H-quinolin-2-one